C(CCCC\C=C/C\C=C/C\C=C/CCCCC)(=O)N1[C@@H](CCC1)C(=O)O N-γ-linolenoyl-proline